1-[2-(4-chloro-2-fluorophenyl)-3-(5-fluoro-1H-pyrrolo[2,3-b]pyridin-4-yl)-6,7-dihydropyrazolo[1,5-a]pyrazin-5(4H)-yl]prop-2-en-1-one ClC1=CC(=C(C=C1)C1=NN2C(CN(CC2)C(C=C)=O)=C1C1=C2C(=NC=C1F)NC=C2)F